C(C1=CC=CC=C1)OC=1C=CC(=C(C1)C1=C(C=CC=C1)OC)CCNC(C)=O N-(2-(5-(benzyloxy)-2'-methoxy-[1,1'-biphenyl]-2-yl)ethyl)acetamide